ClC=1C=C(C=2CC[C@@H](C2C1)O)S(=O)(=O)NC1=C(C(=C(C=C1)F)C=1C=C2C=NC(=NC2=CC1)NC1CCN(CC1)CCOC)F (1S)-6-chloro-N-[2,4-difluoro-3-(2-{[1-(2-methoxyethyl)piperidin-4-yl]amino}quinazolin-6-yl)phenyl]-1-hydroxy-2,3-dihydro-1H-indene-4-sulfonamide